ClC1=NC(=C2N1C1=C(C(N(C2)C)=O)C=CC=C1)COC chloro-3-(methoxymethyl)-5-methyl-4H-imidazo[1,5-a][1,4]benzodiazepin-6-one